N-((5-chloro-1H-indol-3-yl)methyl)-1H-benzo[d]imidazol-2-amine ClC=1C=C2C(=CNC2=CC1)CNC1=NC2=C(N1)C=CC=C2